(R)-1-(4-acetyl-2-(3-chloro-5-(tetrahydro-2H-pyran-4-yl)phenyl)piperazin-1-yl)prop-2-en-1-one C(C)(=O)N1C[C@H](N(CC1)C(C=C)=O)C1=CC(=CC(=C1)C1CCOCC1)Cl